C1(=CC=C2CC=C3CC=CC4=CC=C1C2=C34)C3=NC4=C(N3C3=CC=CC=C3)C3=CC=CC=C3C=3C=CC=CC34 2-(4,6-dihydropyren-1-yl)-1-phenyl-1H-phenanthro[9,10-d]imidazole